ClC1=C(C=C(C=C1)F)C1(NC(C2=C(C(=CC(=C12)NC(C1=CC(=CC(=C1)F)C(F)(F)F)=O)NCC(F)F)CO)=O)O N-[3-(2-chloro-5-fluorophenyl)-6-[(2,2-difluoroethyl)amino]-3-hydroxy-7-(hydroxymethyl)-1-oxo-2,3-dihydro-1H-isoindol-4-yl]-5-fluoro-3-(trifluoromethyl)benzamide